cyclobutyl-5H-pyrrolo[2,3-b]pyrazine C1(CCC1)C=1N=C2C(=NC1)NC=C2